CN1N=C2C(=CC=C(C2=C1)N1CCNCC1)C(=O)NC=1C=CC=2N(C1)C(=NN2)C 2-methyl-N-{3-methyl-[1,2,4]triazolo[4,3-a]pyridin-6-yl}-4-(piperazin-1-yl)indazole-7-carboxamide